CC(COCC(CCCC)C)CCCC di(2-methylhexyl) ether